ethyl (S)-5-(sec-butyl)-2-(formamidomethyl)thiazole-4-carboxylate [C@H](C)(CC)C1=C(N=C(S1)CNC=O)C(=O)OCC